CN1C(N(C2=C1C(=CC=C2)CCCN2CCOC1(C2)CCNCC1)C1C(NC(CC1)=O)=O)=O 3-[3-Methyl-4-[3-(1-oxa-4,9-diazaspiro[5.5]undecan-4-yl)propyl]-2-oxo-benzimidazol-1-yl]piperidine-2,6-dione